(R)-N-(1-(4-chloro-6-(neopentylamino)pyridin-2-yl)cyclopropyl)-3-(2,4-difluorophenyl)-3-hydroxybutanamide ClC1=CC(=NC(=C1)NCC(C)(C)C)C1(CC1)NC(C[C@@](C)(O)C1=C(C=C(C=C1)F)F)=O